ClC1=CC=C(S1)CSC1=CC(=NN1C(C1=C(C=CC=C1)OC)=O)C1C(N(CC1C(F)(F)F)S(=O)(=O)N1CCCC1)=O 3-(5-{[(5-Chlorothiophen-2-yl)methyl]sulfanyl}-1-(2-methoxybenzoyl)-1H-pyrazol-3-yl)-1-(pyrrolidin-1-sulfonyl)-4-(trifluoromethyl)pyrrolidin-2-on